C(CCCCCCCCCCCCCCCCC)OC(C[N+](C)(C)C)P(OCC(CO)OC)(=O)[O-] l-O-octadecyl-2-O-methyl-rac-glycero-3-phosphocholine